ClC1=CC=C(S1)C(=O)N1CCC(CC1)N1CC(C1)(N1N=CC(=C1)C=1C2=C(N=CN1)NC=C2)CC#N {1-{1-[(5-chloro-2-thienyl)carbonyl]piperidin-4-yl}-3-[4-(7H-pyrrolo[2,3-d]pyrimidin-4-yl)-1H-pyrazol-1-yl]azetidin-3-yl}acetonitrile